[S-2].[Zn+2].[Cd+2].[S-2] cadmium-zinc sulfide